FC(C=1C=C(C=CC1F)C=1C=C(C=NC1)CN1C(O[C@@H](C1)C)=O)F (5R)-3-[[5-[3-(Difluoromethyl)-4-fluoro-phenyl]-3-pyridyl]methyl]-5-methyl-oxazolidin-2-one